N-methyl-5-(4-((2-((N-methylsulfamoyl)amino)pyridin-4-yl)methyl)piperazin-1-yl)-6-(trifluoromethyl)picolinamide CNC(C1=NC(=C(C=C1)N1CCN(CC1)CC1=CC(=NC=C1)NS(NC)(=O)=O)C(F)(F)F)=O